6-{7-[2-(azetidin-1-yl)ethoxy]imidazo[1,2-a]pyridin-3-yl}-N-{[4-(1-methyl-1H-pyrazol-4-yl)phenyl]methyl}pyrimidin-4-amine N1(CCC1)CCOC1=CC=2N(C=C1)C(=CN2)C2=CC(=NC=N2)NCC2=CC=C(C=C2)C=2C=NN(C2)C